(difluoromethyl)-2,5,6-trimethylbenzoic acid FC(F)C=1C(=C(C(=O)O)C(=C(C1)C)C)C